C[S@@](=O)(=N)C1=CC=C(C=C1)C1=NN2C(=NC=3C=CC=CC3C2=N1)N[C@H]1C(NCCCC1)=O (3R,S)-3-({2-[4-(S-methylsulfonimidoyl)phenyl][1,2,4]triazolo[1,5-c]quinazolin-5-yl}amino)azepan-2-one